C12(CC1)CNC1=NC=CC=C12 spiro[1,2-dihydropyrrolo[2,3-b]pyridine-3,1'-cyclopropane]